BrC1=C(C=C(C=C1OC)C=1C2=CC=C(N2)C(=C2C=CC(C(=C3C=CC(=C(C=4C=CC1N4)C4=CC(=C(C(=C4)OC)Br)OC)N3)C3=CC(=C(C(=C3)OC)Br)OC)=N2)C2=CC(=C(C(=C2)OC)Br)OC)OC 5,10,15,20-tetra(4-bromo-3,5-dimethoxyphenyl)porphyrin